4-(5-bromo-1-((2-(trimethylsilyl)ethoxy)methyl)-1H-pyrazol-3-yl)pyridazine BrC1=CC(=NN1COCC[Si](C)(C)C)C1=CN=NC=C1